5-(1-((1-fluorocyclopentyl)methyl)-1H-pyrazol-4-yl)-6-(2-methyl-2H-indazol-6-yl)picolinonitrile FC1(CCCC1)CN1N=CC(=C1)C=1C=CC(=NC1C=1C=CC2=CN(N=C2C1)C)C#N